FC(OC1=CC=C(C=C1)C1=CN=C2N1C=CN=C2NC2=CC(=C(C(=O)N(CCN1CCNCC1)CC)C=C2)C)F 4-[[3-[4-(difluoromethoxy)phenyl]imidazo[1,2-a]pyrazin-8-yl]amino]-N-ethyl-2-methyl-N-(2-piperazin-1-ylethyl)benzamide